ClC1=C(CNC(=O)[C@]2(C=3C=CC=NC3[C@@](CC2)(C)O)F)C(=CC(=C1)F)CO (5S,8S)-N-(2-chloro-4-fluoro-6-(hydroxy-methyl)benzyl)-5-fluoro-8-hydroxy-8-methyl-5,6,7,8-tetra-hydroquinoline-5-carboxamide